S1C=2C(=CC1)N=CC2 pyrrolo[3,2-b]thiophene